NC1(CCN(CC1)C1=CN=C(C(=N1)N)C1=C(C(=CC=C1)Cl)Cl)C 6-(4-amino-4-methyl-1-piperidinyl)-3-(2,3-dichlorophenyl)-2-pyrazineamine